7-(cyclopentylamino)-2-(((1-(1,1-dioxidothietan-3-yl)piperidin-4-yl)thio)methyl)-5-fluoroquinazolin-4(3H)-one C1(CCCC1)NC1=CC(=C2C(NC(=NC2=C1)CSC1CCN(CC1)C1CS(C1)(=O)=O)=O)F